(E)-2,6-diamino-5-(phenyldiazenyl)pyridin-3-ol Trifluoroacetic Acid Salt FC(C(=O)O)(F)F.NC1=NC(=C(C=C1O)\N=N\C1=CC=CC=C1)N